FC1(C(C1)C(=O)NC1=CC=C2C(=N1)N(C=C2C2=C(C=CC=C2)OC)COCC[Si](C)(C)C)F 2,2-difluoro-N-[3-(2-methoxyphenyl)-1-[[2-(trimethylsilyl)ethoxy]methyl]pyrrolo[2,3-b]pyridin-6-yl]cyclopropane-1-carboxamide